3-(3-(but-3-yne-1-yl)-3H-naphthyridine-3-yl)propionic acid C(CC#C)C1(CN=C2N=CC=CC2=C1)CCC(=O)O